[Rh](Cl)(Cl)Cl.C/1=C/CC\C=C/CC1 (1z,5z)-cycloocta-1,5-diene rhodium chloride